[Cl-].[Cl-].C1(=CC=C(C=C1)[Si](=[Zr+2](C1(C(C(C(C2(C3C(=C4C=5C=CC=CC5CC4=C21)C=CCC3)C)(C)C)(C)C)(C)C)C)C3C=CC=C3)C3=CC=C(C=C3)C)C di(p-tolyl)silylene(cyclopentadienyl)(octamethyloctahydrodibenzofluorenyl)zirconium dichloride